methyl (R)-2-hydroxy-3-((7-methylisoquinolin-1-yl)amino)propanoate formate C(=O)O.O[C@@H](C(=O)OC)CNC1=NC=CC2=CC=C(C=C12)C